C(C1=CC=CC=C1)OC(=O)N1C[C@@H](CC1)N (R)-1-benzyloxycarbonyl-3-aminopyrrolidine